BrC=1C=C2C=CN(C2=CC1)C(F)F 5-bromo-1-(difluoromethyl)-1H-indole